(5aR,6S,6aS)-ethyl 3-((7-methyl-8-(2-(trifluoromethyl)phenyl)-5,6,7,8-tetrahydro-naphthalen-2-yl)methoxy)-5,5a,6,6a-tetrahydrocyclopropa[4,5]cyclopenta[1,2-c]pyridine-6-carboxylate CC1CCC=2C=CC(=CC2C1C1=C(C=CC=C1)C(F)(F)F)COC1=CC2=C(C=N1)[C@H]1[C@@H](C2)[C@@H]1C(=O)OCC